Br[Si]1=CC2=C(S1)C=1SC(=CC1C2(CC(CCCC)CC)CC(CCCC)CC)Br 2,6-dibromo-4,4-bis(2-ethylhexyl)-4H-silacyclopenta(3,2-b:4,5-b')dithiophene